Cl.CNC1CCC(CC1)N(C1=C2CN(C(C2=CC=C1)=O)N1C(CCCC1=O)=O)CCCCC (4-(((1r,4r)-4-(methylamino)cyclohexyl)(pentyl)amino)-1-oxoisoindolin-2-yl)piperidine-2,6-dione, hydrochloride